2-(4-chloro-2-fluorophenoxy)-1-(4-((3-fluorophenyl)sulfonyl)piperazin-1-yl)-2-methylpropan-1-one ClC1=CC(=C(OC(C(=O)N2CCN(CC2)S(=O)(=O)C2=CC(=CC=C2)F)(C)C)C=C1)F